ClC1=C(C=CC=C1)[C@H]([C@@H](C)C=1N(C(C(=C(N1)C(=O)NC=1C=NOC1)O)=O)C)C=1C(=NN(C1)C)C#N 2-((1r,2r)-1-(2-chlorophenyl)-1-(3-cyano-1-methyl-1H-pyrazol-4-yl)propan-2-yl)-5-hydroxy-N-(isoxazol-4-yl)-1-methyl-6-oxo-1,6-dihydropyrimidine-4-carboxamide